methyl (R)-3-cyano-3-phenylpropionate C(#N)[C@H](CC(=O)OC)C1=CC=CC=C1